OC=1C=C(C=CC1)N1C(=O)C2C3(C=CC(C2C1=O)C3)CC=C N-(3-hydroxyphenyl)-allylbicyclo[2.2.1]hept-5-ene-2,3-dicarboximide